alpha-methyl-4-(2-methyl-ethyl)phenylacetaldehyde CC(C=O)C1=CC=C(C=C1)CCC